2-{3-chloro-4-iodo-5H,6H,7H-pyrrolo[2,3-C]pyridazin-7-yl}-1,3-thiazole-4-carboxylic acid ethyl ester C(C)OC(=O)C=1N=C(SC1)N1CCC2=C1N=NC(=C2I)Cl